C(CCCCCCCC)OCOC=CCCCCCCCCCC(OCCC)OCCC dipropoxydodecenyl nonoxymethyl ether